[Br-].C(CCCCCCCCC)C([NH+](C)C)CCCCCCCCCC Didecyl-Trimethyl-Ammonium Bromide